NC(C[C@H]1CN(CCC1)C(=O)OC(C)(C)C)(C)C tert-butyl (S)-3-(2-amino-2-methylpropyl)piperidine-1-carboxylate